(R)-5-((2-aminopropoxy)methyl)-4-fluoro-2-methoxyphenylamine hydrochloride Cl.N[C@@H](COCC=1C(=CC(=C(C1)N)OC)F)C